2-((2'-ethoxy-5-(piperidin-4-yl)-[2,3'-bipyridin]-6-yl)oxy)-N-methylethan-1-amine bis(2,2,2-trifluoroacetate) FC(C(=O)O)(F)F.FC(C(=O)O)(F)F.C(C)OC1=NC=CC=C1C1=NC(=C(C=C1)C1CCNCC1)OCCNC